(R)-3-ethynyl-3-hydroxy-1-methylpiperidin-2-one C(#C)[C@]1(C(N(CCC1)C)=O)O